4-(1-methyl-4-chloro-1H-pyrazole-yl)-N-((3S,4S)-(3,4-difluorophenyl)piperidin-3-yl)-2-fluorobenzamide CN1N=C(C(=C1)Cl)C1=CC(=C(C(=O)N[C@@H]2CN(CCC2)C2=CC(=C(C=C2)F)F)C=C1)F